CN1C(=NN=C1C1=NC=NC=C1)CNC=1C=C(C(=O)NCC=2C=C(OCCCCCCOCCOCCOCCCCCC(=O)OC)C=CC2C(F)(F)F)C=CC1 methyl 6-(2-(2-((6-(3-((3-(((4-methyl-5-(pyrimidin-4-yl)-4H-1,2,4-triazol-3-yl)methyl)amino)benzamido)methyl)-4-(trifluoromethyl)phenoxy)hexyl)oxy)ethoxy)ethoxy)hexanoate